1-(3-chloro-5'-fluoro-2'-hydroxy-3''-((3r,5s)-4-isopropyl-3,5-dimethylpiperazin-1-yl)-[1,1':3',1''-terphenyl]-4-yl)-3-methyl-1H-imidazol-2(3H)-one ClC=1C=C(C=CC1N1C(N(C=C1)C)=O)C1=C(C(=CC(=C1)F)C1=CC(=CC=C1)N1C[C@H](N([C@H](C1)C)C(C)C)C)O